6-(difluoromethoxy)-5-fluoro-N-((5-methyl-1H-benzotriazol-4-yl)methyl)nicotinamide FC(OC1=NC=C(C(=O)NCC2=C(C=CC=3NN=NC32)C)C=C1F)F